(S)-3-(1-hydroxypropan-2-yl)-6-(2-isopropylthiazol-5-yl)-8-(pyridin-3-yl)pyrido[3,4-d]pyrimidin-4(3H)-one OC[C@H](C)N1C=NC2=C(C1=O)C=C(N=C2C=2C=NC=CC2)C2=CN=C(S2)C(C)C